FC(=C[C@H]1CC(NC1)=O)F (R)-4-(difluorovinyl)-pyrrolidin-2-one